Cl.N1=CC=CC=2C3CCC(C12)N3 5,6,7,8-tetrahydro-5,8-epiminoquinoline hydrochloride